2-(3-(5-(((S)-1-cyclopropylethyl)carbamoyl)-1-((2,2-dimethyl-1,3-dioxolan-4-yl)methyl)-1H-pyrazol-3-yl)phenyl)-N-(pentan-3-yl)oxazole-5-carboxamide C1(CC1)[C@H](C)NC(=O)C1=CC(=NN1CC1OC(OC1)(C)C)C=1C=C(C=CC1)C=1OC(=CN1)C(=O)NC(CC)CC